N1=C(C=CC=C1)C(C1=CC=CC=C1)(C1=NC=CC=C1)C1C(C(=CC=C1)C1=CC=CC=C1)=O.[Pt+2] Platinum(II) [di(pyridyl)benzyl](biphenylone)